benzylsulfinyl-[1,1'-biphenyl]-2-ol C(C1=CC=CC=C1)S(=O)C1=C(C(=CC=C1)C1=CC=CC=C1)O